(1R,9R)-4-Thia-7,11-diazatricyclo[7.3.0.02,6]dodeca-2,5-diene hydrochloride Cl.[C@@H]12C3=CSC=C3NC[C@H]2CNC1